((5-((6-chloro-4-fluoropyridin-3-yl)ethynyl)thiophen-2-yl)methyl)morpholinepalmitoyl-sodium methyl-taurate CNCCS(=O)(=O)O.ClC1=CC(=C(C=N1)C#CC1=CC=C(S1)CC1N(CCOC1)CCCCCCCCCCCCCCCC(=O)[Na])F